C(CC)(OCC)([O-])[O-] ethyl orthopropionate